{6-[7-(2-morpholin-4-yl-ethoxy)-imidazo[1,2-a]Pyridin-3-yl]-pyrimidin-4-yl}-amine N1(CCOCC1)CCOC1=CC=2N(C=C1)C(=CN2)C2=CC(=NC=N2)N